4-(((3S,4R)-1-((2,4-dichlorophenyl)sulfonyl)-4-hydroxy-4-((S)-1-hydroxyethyl)pyrrolidin-3-yl)oxy)-2-fluorobenzonitrile ClC1=C(C=CC(=C1)Cl)S(=O)(=O)N1C[C@@H]([C@@](C1)([C@H](C)O)O)OC1=CC(=C(C#N)C=C1)F